CC1CCCC(C1)C(=O)N 5-methylcyclohexanecarboxamide